COC=1C=C(C=CC1OC)[C@H](C1CCN(CC1)C(=O)N1C[C@@H]2[C@@H](OCC(N2)=O)CC1)C1=CC=C(C=C1)F |o1:10| (4aR,8aS)-6-(4-((R or S)-(3,4-Dimethoxyphenyl)(4-fluorophenyl)methyl)piperidine-1-carbonyl)hexahydro-2H-pyrido[4,3-b][1,4]oxazin-3(4H)-one